ClC1=NN(C2=CC=C(C(=C12)CC(=O)N1[C@H](C2=CC=CC(=C2CC1)[C@H](C(F)F)O)C)Cl)C 2-(3,5-dichloro-1-methyl-indazol-4-yl)-1-[(1S)-5-[(1R)-2,2-difluoro-1-hydroxy-ethyl]-1-methyl-3,4-dihydro-1H-isoquinolin-2-yl]Ethanone